CC1(N(CC1)C1=NC(=CC2=C1N=C(N=C2)NC2=C(C=C(C=C2)C2=NN=CN2C)OCC)C)C 8-(2,2-dimethylazetidin-1-yl)-N-(2-ethoxy-4-(4-methyl-4H-1,2,4-triazol-3-yl)phenyl)-6-methylpyrido[3,4-d]pyrimidin-2-amine